COC(CCC1=CC(=CC=C1)C(C)(C1=CN=C(N1)C1=CC(=CC=C1)OC=1C(=C2C=CNC2=CC1)C=NO)O)=O.C1(=CC=CC=C1)C1=C(C2=CC3=CC=CC=C3C=C2C=C1)C1=CC=CC2=CC3=CC=CC=C3C=C12 phenyl-bianthryl Methyl-3-(3-(1-hydroxy-1-(2-(3-((4-((hydroxyimino)methyl)-1H-indol-5-yl)oxy)phenyl)-1H-imidazol-5-yl)ethyl)phenyl)propanoate